2-benzyloxy-5-[2-[[6-[[bis(t-butoxycarbonyl)amino]carbamoyl]-5-nitro-3-(trifluoromethyl)-2-pyridinyl]amino]-2-methyl-propoxy]-2-(trifluoromethyl)pentanoic acid ethyl ester C(C)OC(C(CCCOCC(C)(C)NC1=NC(=C(C=C1C(F)(F)F)[N+](=O)[O-])C(NN(C(=O)OC(C)(C)C)C(=O)OC(C)(C)C)=O)(C(F)(F)F)OCC1=CC=CC=C1)=O